ClC1=NC=CC(=C1)/C=C/C(=O)OC1=CC=C(C=C1)C1NC(NC(=C1C(=O)OCC)C)=S (E)-ethyl 4-(4-(3-(2-chloropyridin-4-yl)acryloyloxy)phenyl)-6-methyl-2-thioxo-1,2,3,4-tetrahydropyrimidine-5-carboxylate